C(CC)NC=1N=C(C2=C(N1)N(C=C2)C)N2CCC(CC2)O 2-(n-propyl)amino-4-(4-hydroxypiperidin-1-yl)-7-methyl-pyrrolo[2,3-d]pyrimidine